CN1CCC(CC1)C(=O)OCCOCCOCCOCCOCC(COCCCCCCCC(=O)OCCC(CCCCC)CCCCC)OCCCCCCCC(OCCC(CCCCC)CCCCC)=O 2-[2-[2-[2-[2,3-bis[8-oxo-8-(3-pentyloctoxy) octoxy] propoxy] ethoxy]ethoxy] ethoxy]ethyl 1-methylpiperidine-4-carboxylate